6-Bromo-5-methylisobenzofuran-1(3H)-one BrC1=C(C=C2COC(C2=C1)=O)C